4'-(7-azabenzooxazol-2-yl)-biphenyl-4-yl-(4-naphthalen-2-yl-phenyl)-(4-phenanthren-9-yl-phenyl)-amine O1C(=NC2=C1N=CC=C2)C2=CC=C(C=C2)C2=CC=C(C=C2)N(C2=CC=C(C=C2)C=2C1=CC=CC=C1C=1C=CC=CC1C2)C2=CC=C(C=C2)C2=CC1=CC=CC=C1C=C2